1-(2-oxa-8-azaspiro[3.5]nonan-8-yl)propan-1-one C1OCC12CCCN(C2)C(CC)=O